CN(C(=O)C=1C=C(CNC(C2=C(C=CC(=C2)NC(C(C)C)=O)OCC)=O)C=CC1)C N-(3-(dimethylcarbamoyl)benzyl)-2-ethoxy-5-isobutyrylaminobenzamide